OC=1C=C2C=3C(=CC(=CC3C=CC2=CC1O)OC)OC 6,7-dihydroxyl-2,4-dimethoxyphenanthrene